1-((3R,4R)-3-fluoro-4-((8-(4-(trifluoromethyl)phenyl)pyrido[2,3-d]pyridazin-5-yl)amino)pyrrolidin-1-yl)prop-2-en-1-one F[C@@H]1CN(C[C@H]1NC1=C2C(=C(N=N1)C1=CC=C(C=C1)C(F)(F)F)N=CC=C2)C(C=C)=O